C[Si](C)C.C[Si](C)C.[Li] lithium bistrimethyl-silicon